2,3-difluoro-5-(4-methylpyridin-3-yl)-N-(4-methylthiazol-2-yl)benzamide FC1=C(C(=O)NC=2SC=C(N2)C)C=C(C=C1F)C=1C=NC=CC1C